methyl (2S)-3-bromo-2-methyl-propanoate BrC[C@H](C(=O)OC)C